8-oxo-18-[[(1S)-1-carboxy-4-[2-[2-[2-[2-[2-(carboxymethoxy)ethoxy]ethylamino]-2-oxo-ethoxy]ethoxy]ethylamino]-4-oxo-butyl]amino]octadecanoic acid O=C(CCCCCCC(=O)O)CCCCCCCCCCN[C@@H](CCC(=O)NCCOCCOCC(=O)NCCOCCOCC(=O)O)C(=O)O